ClC1=C(C=CC(=C1)Cl)S(=O)(=O)N1C[C@@H]([C@@](C1)(CO)O)OC1=CC(=C(C#N)C=C1OCC(F)(F)F)F 4-(((3S,4R)-1-((2,4-dichlorophenyl)sulfonyl)-4-hydroxy-4-(hydroxymethyl)pyrrolidin-3-yl)oxy)-2-fluoro-5-(2,2,2-trifluoroethoxy)benzonitrile